C(=O)O.COC1=CC2=C3CCCCC3=C(N=C2C=C1OCCCN1CCCC1)NCC(F)(F)F 2-methoxy-3-[3-(pyrrolidin-1-yl)propoxy]-N-(2,2,2-trifluoroethyl)-7,8,9,10-tetrahydrophenanthridin-6-amine formate